C(#N)C1=CC=C(C=C1)C1=C(C=CC(=C1)C1=NN=C(N1)C)CCN1C([C@@H]2N(CCNC2)CC1)=O (R)-8-(2-(4'-Cyano-5-(5-methyl-4H-1,2,4-triazol-3-yl)-[1,1'-biphenyl]-2-yl)ethyl)-9-oxooctahydro-2H-pyrazino[1,2-a]pyrazin